5-(N,N-dipropylaminosulfonyl)amino-3-(1-ethyl-piperidin-4-yl)-2-methyl-1H-indole C(CC)N(S(=O)(=O)NC=1C=C2C(=C(NC2=CC1)C)C1CCN(CC1)CC)CCC